O=C1N(C(C2=CC=CC=C12)=O)CC1=CC=C(C=C1)C(C#N)(C)C 2-(4-((1,3-dioxoisoindolin-2-yl)methyl)phenyl)-2-methylpropanenitrile